NCC=1C=C(C(=O)OC)C=CC1OC Methyl 3-(aminomethyl)-4-methoxybenzoate